ClC1=CC=C2C(=N1)N(C(=C2)C=O)CC2CC2 6-Chloro-1-(cyclopropylmethyl)-1H-pyrrolo[2,3-b]pyridine-2-carbaldehyde